FC1=CC2=C(N=C(N=C2)S(=O)(=O)C)N(C1=O)C 6-Fluoro-8-methyl-2-(methylsulfonyl)pyrido[2,3-d]pyrimidin-7(8H)-one